3,5-dibromo-2-methylpyridine BrC=1C(=NC=C(C1)Br)C